C1(=CC=CC2=CC=CC=C12)C1(COC1)C1=C(C(=O)N)C=CC=C1 (3-(naphthalen-1-yl)oxetan-3-yl)benzamide